4-(4-isobutyrylphenyl)-N-(3-propionylphenyl)-2,3,3a,4,5,9b-hexahydrofuro[3,2-c]quinoline C(C(C)C)(=O)C1=CC=C(C=C1)C1N(C=2C=CC=CC2C2C1CCO2)C2=CC(=CC=C2)C(CC)=O